NCCC1=C(C=C(C=C1)NC1=NC=2N(C(=C1)NC1CC1)N=CC2)C[S@](=O)C |r| (±)-5-((4-(2-Aminoethyl)-3-((methylsulfinyl)methyl)phenyl)amino)-7-(cyclopropylamino)pyrazolo[1,5-a]pyrimidin